CC=C(C(=O)[O-])C 3-methylmethacrylate